COC1=C(OC2=NC=CC=N2)C=CC(=C1)B1OC(C(O1)(C)C)(C)C 2-(2-methoxy-4-(4,4,5,5-tetramethyl-1,3,2-dioxaborolan-2-yl)phenoxy)pyrimidine